[1,2,4]triazolo[4,3-b][1,2,4]triazin-7-ol N=1N=CN2N=CC(=NC21)O